COC1=CC=C(C=C1)[S+](C1=CC=C(C=C1)OC)C1=CC=C(C=C1)OC tri(4-methoxyphenyl)sulfonium